1-[(4-{3-Azabicyclo[3.1.0]hex-3-yl}-3-cyano-2-methylphenyl)methyl]-1H-pyrazole-4-carboxylic acid C12CN(CC2C1)C1=C(C(=C(C=C1)CN1N=CC(=C1)C(=O)O)C)C#N